[3-fluoro-4-(1,2,3,6-tetrahydro-pyridin-4-yl)-phenyl]-[6-(1,2,3,6-tetrahydro-pyridin-4-yl)-3,4-dihydro-2H-quinolin-1-yl]-methanone FC=1C=C(C=CC1C=1CCNCC1)C(=O)N1CCCC2=CC(=CC=C12)C=1CCNCC1